methyl 2-(3-((5-cyclopropyl-3-(2-(trifluoromethoxy)phenyl)isoxazol-4-yl)methoxy)-8-azabicyclo[3.2.1]octan-8-yl)-4-fluorobenzo[d]thiazole-6-carboxylate C1(CC1)C1=C(C(=NO1)C1=C(C=CC=C1)OC(F)(F)F)COC1CC2CCC(C1)N2C=2SC1=C(N2)C(=CC(=C1)C(=O)OC)F